C[C@@H]1NCCC(C1)NC(OCC1=CC=CC=C1)=O benzyl N-[(2S)-2-methylpiperidin-4-yl]Carbamate